4-(difluoromethoxy)-2-fluorobenzaldehyde FC(OC1=CC(=C(C=O)C=C1)F)F